4-amino-N-(7-(cyclopropylethynyl)isochroman-4-yl)-N,1-dimethyl-1H-pyrazolo[4,3-c]quinoline-8-carboxamide NC1=NC=2C=CC(=CC2C2=C1C=NN2C)C(=O)N(C)C2COCC1=CC(=CC=C21)C#CC2CC2